CN(C)CC=1C=C(C=C(C1)OCCCOC(CCCCCCCCCCCCC(=O)[O-])=O)OCCCOC(CCCCCCCCCCCCC(=O)[O-])=O ((((5-((dimethylamino)methyl)-1,3-phenylene)bis(oxy))bis(propane-3,1-diyl))bis(oxy))bis(4-oxobutane-4,1-diyl)bis(decanoate)